2-(azetidin-3-yl)-N-(3-(difluoromethoxy)-5-fluorophenyl)acetamide N1CC(C1)CC(=O)NC1=CC(=CC(=C1)F)OC(F)F